C(C)(=O)N(N)C(CN)=O N-acetyl-glycine hydrazide